CN1CC=C(C(=C1)C=1C=NN(C1)C(C)C1=CC=CC=C1)OC1=CC=CC=C1 1-methyl-4-phenoxy-5-(1-(1-phenylethyl)-1H-pyrazol-4-yl)pyridine